(3R)-3-amino-5-[(4-chlorophenyl)methyl]-7-[5-[5,5-difluoro-1-(2-methoxyethyl)-3-piperidyl]-1,3,4-oxadiazol-2-yl]-8-fluoro-1,1-dioxo-2,3-dihydro-1λ6,5-benzo-thiazepin-4-one N[C@H]1CS(C2=C(N(C1=O)CC1=CC=C(C=C1)Cl)C=C(C(=C2)F)C=2OC(=NN2)C2CN(CC(C2)(F)F)CCOC)(=O)=O